N[C@@]1(C([C@H](CCC1)O)=O)C1=C(C=CC=C1)Cl (2R,6S)-2-amino-2-(2-chlorophenyl)-6-hydroxycyclohexan-1-one